ClC1=C(C=C(C=C1)OC)C=1C=C2C(=NN(C2=CC1)C(C1=CC=CC=C1)(C1=CC=CC=C1)C1=CC=CC=C1)NC(=O)[C@H]1CN(CCC1)C(=O)OC(C)(C)C tert-Butyl (3R)-3-{[5-(2-chloro-5-methoxyphenyl)-1-trityl-1H-indazol-3-yl]carbamoyl}piperidine-1-carboxylate